2-(4-trifluoromethylphenyl)-5-phenylfuran FC(C1=CC=C(C=C1)C=1OC(=CC1)C1=CC=CC=C1)(F)F